ClC=1C=CC2=C(CC(CC=3N2C(=NN3)[C@@H]3CC[C@H](CC3)C(F)(F)F)O)C1 8-chloro-1-[trans-4-(trifluoromethyl)cyclohexyl]-5,6-dihydro-4H-[1,2,4]Triazolo[4,3-a][1]Benzazepin-5-ol